3-(5-(3,5-dichlorophenyl)-5-(trifluoromethyl)-4,5-dihydroisoxazol-3-yl)-N-(1-methyl-1H-pyrazol-5-yl)benzamide ClC=1C=C(C=C(C1)Cl)C1(CC(=NO1)C=1C=C(C(=O)NC2=CC=NN2C)C=CC1)C(F)(F)F